1-(tert-butyl)-3-(4-chlorophenyl)-1H-pyrazolo[3,4-d]pyrimidine-4-amine C(C)(C)(C)N1N=C(C=2C1=NC=NC2N)C2=CC=C(C=C2)Cl